C1(=CC=CC=C1)C1=NNC=N1 3-phenyl-1,2,4-triazole